FC=1C=C2C=NN(C2=CC1C1=NC=CC2=C1C=NN2CC(=O)NCC(=O)NCC(=O)OC)C methyl 2-(2-{2-[4-(5-fluoro-1-methylindazol-6-yl) pyrazolo[4,3-c]pyridin-1-yl]acetamido}acetamido)acetate